2-(2-bromo-4-methoxyphenyl)-2-oxoacetic acid methyl ester COC(C(=O)C1=C(C=C(C=C1)OC)Br)=O